2-Chloro-3-methylbut-2-enoic acid ClC(C(=O)O)=C(C)C